FC1=CC=C(CN2S(C3=C(C4=C2C=C(C=C4)OC)C=C(C(=C3)OC)OC)(=O)=O)C=C1 6-(4-fluorobenzyl)-2,3,8-trimethoxy-6H-dibenzo[c,e][1,2]thiazine 5,5-dioxide